C(CCCC=C)OC1=CC=C(C(=O)OC2=CC=C(C=C2)OC(C2=CC=C(C=C2)OCCCCC=C)=O)C=C1 1,4-Phenylene bis(4-(hex-5-enyloxy)benzoate)